6-bromo-3-(difluoromethoxy)pyrazine-2-carboxylic acid methyl ester COC(=O)C1=NC(=CN=C1OC(F)F)Br